rac-(1r,2r,3s,4r,5s)-N-(3-fluoro-4-(trifluoromethyl)phenyl)-5-hydroxy-3-(3-(trifluoromethyl)phenyl)-7-oxabicyclo[2.2.1]heptane-2-carboxamide FC=1C=C(C=CC1C(F)(F)F)NC(=O)[C@H]1[C@H]2C[C@@H]([C@@H]([C@@H]1C1=CC(=CC=C1)C(F)(F)F)O2)O |r|